(12AR)-9-bromo-8-chloro-10-fluoro-3,4,12,12a-tetrahydro-6H-pyrazino[2,1-c][1,4]benzoxazepine-2(1H)-carboxylic acid tert-butyl ester C(C)(C)(C)OC(=O)N1C[C@@H]2COC3=C(CN2CC1)C=C(C(=C3F)Br)Cl